tert-butyl 2-(2-chlorophenyl)-4-oxo-3,4-dihydropyridine-1(2H)-carboxylate ClC1=C(C=CC=C1)C1N(C=CC(C1)=O)C(=O)OC(C)(C)C